ClC=1C=C2C(=NC=NC2=C(C1)C(F)(F)F)N([C@@H](C)C=1C(=NC=CN1)C=1C=CC(N(N1)C)=O)C 6-[3-[(1S)-1-[[6-chloro-8-(trifluoromethyl)quinazolin-4-yl]-methyl-amino]ethyl]pyrazin-2-yl]-2-methyl-pyridazin-3-one